C(C)(C)(C)NC=1C(C(C1N(C)CC1=CC=C(C=C1)C1=NOC(=N1)C(F)(F)Cl)=O)=O 3-(tert-butylamino)-4-((4-(5-(chlorodifluoromethyl)-1,2,4-oxadiazol-3-yl)benzyl)(methyl)amino)cyclobut-3-ene-1,2-dione